FC(C1=C(C=CC(=C1)[N+](=O)[O-])F)F 2-difluoromethyl-1-fluoro-4-nitrobenzene